CC1=CC=CC(=N1)C=1N=CN(C1C=1C=C2C=C(C=NC2=CC1)NC(C)O)COCC[Si](C)(C)C ((6-(4-(6-methylpyridin-2-yl)-1-((2-(trimethylsilyl)ethoxy)methyl)-1H-imidazol-5-yl)quinolin-3-yl)amino)ethan-1-ol